11-(2,5-dimethylphenyl)-12-hydroxy-2,3-dimethyl-1,4-dioxa-9-azadispiro[4.2.4.2]tetradeca-11-en-10-one CC1=C(C=C(C=C1)C)C=1C(NC2(CCC3(OC(C(O3)C)C)CC2)C1O)=O